N-((1S)-(7-((1R)-Cyclopropyl-(4,4,4-trifluoro-3-methylbutanamido)methyl)imidazo[1,2-a]pyrimidin-2-yl)(4,4-difluorocyclohexyl)methyl)-2-(trifluoromethyl)cyclopropane-1-carboxamide C1(CC1)[C@H](C1=NC=2N(C=C1)C=C(N2)[C@@H](NC(=O)C2C(C2)C(F)(F)F)C2CCC(CC2)(F)F)NC(CC(C(F)(F)F)C)=O